2-(5-(7-chloro-2,6-naphthyridin-1-yl)-4-methyl-1H-indazol-1-yl)ethan-1-ol ClC1=NC=C2C=CN=C(C2=C1)C=1C(=C2C=NN(C2=CC1)CCO)C